2-{2-[(2-Ethyl-6-piperazin-1-yl-imidazo[1,2-a]pyridin-3-yl)-methyl-amino]-thiazol-4-yl}-5-fluoro-benzonitrile C(C)C=1N=C2N(C=C(C=C2)N2CCNCC2)C1N(C=1SC=C(N1)C1=C(C#N)C=C(C=C1)F)C